6-(4-hydroxyphenyl)-8-methyl-2-((3-(methylsulfonyl)phenyl)amino)pyrido[2,3-d]pyrimidin-7(8H)-one OC1=CC=C(C=C1)C1=CC2=C(N=C(N=C2)NC2=CC(=CC=C2)S(=O)(=O)C)N(C1=O)C